C(#N)[C@H](CC1=C(C=C(C=C1)C=1C=CC2=C(N(C(O2)=O)C([2H])([2H])[2H])C1)F)NC(=O)[C@@H]1C[C@H]2[C@@H](N1)COC2 (2S,3aS,6aR)-N-((S)-1-cyano-2-(2-fluoro-4-(3-(methyl-d3)-2-oxo-2,3-dihydrobenzo[d]oxazol-5-yl)phenyl)ethyl)hexahydro-1H-furo[3,4-b]pyrrole-2-carboxamide